bromo-isobutene BrC=C(C)C